C(C1=CC=CC=C1)OC(=O)C1(CC1)CCNC(=O)OC(C)(C)C.C(C1CO1)OCCC[Si](OCC)(OCC)OCC (3-glycidoxypropyl)triethoxysilane benzyl-1-(2-((tert-butoxycarbonyl)amino)ethyl)cyclopropane-1-carboxylate